ClC=1C(=C(C(=O)OC2O[C@@H]([C@H]([C@@H]([C@H]2O)O)O)CO)C(=CC1)Cl)OC (3R,4S,5S,6R)-3,4,5-trihydroxy-6-(hydroxymethyl)tetrahydro-2H-pyran-2-yl 3,6-dichloro-2-methoxybenzoate